OC12COC(CC1)(CC2)C(=O)O 4-hydroxy-2-oxabicyclo[2.2.2]octane-1-carboxylic acid